6-(3,6-dichloropyrimido[5,4-c]pyridazin-8-yl)-6-azaspiro[3.5]nonan-2-ol ClC1=CC2=C(N=N1)C(=NC(=N2)Cl)N2CC1(CC(C1)O)CCC2